FC=1C=C2C(=NC1)NC=C2CCN2[C@H](CC2)C (S)-5-fluoro-3-(2-(2-methylazetidin-1-yl)ethyl)-1H-pyrrolo[2,3-b]pyridine